2-(dicyclohexylphosphino)-2'-(N,N-dimethylamino)biphenyl CN(C)C1=CC=CC=C1C2=CC=CC=C2P(C3CCCCC3)C4CCCCC4